C(C)(C)(C)OC(=O)N1C[C@H]([C@@H](CC1)N1N=CC(=C1Cl)[N+](=O)[O-])F |r| (±)-(Trans)-4-(5-chloro-4-nitro-1H-pyrazol-1-yl)-3-fluoropiperidine-1-carboxylic acid tert-butyl ester